cholest-6(5)-ene CC(C)CCC[C@@H](C)[C@H]1CC[C@H]2[C@@H]3CC=C4CCCC[C@]4(C)[C@H]3CC[C@]12C